2-chloro-N-((1r,4r)-4-(2-methoxyethoxy)cyclohexyl)-6-(1-methyl-1H-pyrazol-4-yl)isonicotinamide ClC=1C=C(C(=O)NC2CCC(CC2)OCCOC)C=C(N1)C=1C=NN(C1)C